C(CC1=CC=CC=C1)C=1NC=C(N1)C=O 2-PHENETHYL-1H-IMIDAZOLE-4-CARBALDEHYDE